Cl.Cl.[C@H]12CN(C[C@H](CC1)N2)C=2C1=C(N=C(N2)OCC23CCCN3CC(C2)F)C(=C(N=C1)C1=CC=CC2=CC=CC(=C12)Cl)F 4-((1R,5S)-3,8-diazabicyclo[3.2.1]octan-3-yl)-7-(8-chloronaphthalen-1-yl)-8-fluoro-2-((2-fluorotetrahydro-1H-pyrrolizin-7a(5H)-yl)methoxy)pyrido[4,3-d]pyrimidine bis-hydrochloride